1-[2-Methoxy-5-[4-[[1-(4-piperidylmethyl)-4-piperidyl]methyl]piperidine-1-carbonyl]phenyl]hexahydropyrimidine-2,4-dione trifluoroacetate FC(C(=O)O)(F)F.COC1=C(C=C(C=C1)C(=O)N1CCC(CC1)CC1CCN(CC1)CC1CCNCC1)N1C(NC(CC1)=O)=O